FC1=C(C=CC(=C1)C1=C(N=C2N1C=CN=C2NCC2=CC(=CC=C2)S(=O)(=O)C)C)O 2-fluoro-4-[2-methyl-8-[(3-methylsulfonylphenyl)methylamino]imidazo[1,2-a]pyrazin-3-yl]phenol